SCC(O)CO thioglycerole